4-((4-(7-methoxy-1,9-dimethyl-9H-pyrido[3,4-b]indol-6-yl)piperazine-1-yl)sulfonyl)-3,5-dimethyl-isoxazole COC1=C(C=C2C3=C(N(C2=C1)C)C(=NC=C3)C)N3CCN(CC3)S(=O)(=O)C=3C(=NOC3C)C